CC(C(C)NC1=NC(=NC(=N1)NC(C)C(C)C)C1=NC(=CC=C1)C(F)(F)F)C N2,N4-bis(3-methylbutan-2-yl)-6-(6-(trifluoromethyl)pyridin-2-yl)-1,3,5-triazine-2,4-diamine